2-(5-{2-[(2,3-dihydro-1H-inden-2-yl)amino]pyrimidin-5-yl}-1,3,4-oxadiazol-2-yl)acetic acid C1C(CC2=CC=CC=C12)NC1=NC=C(C=N1)C1=NN=C(O1)CC(=O)O